1-(2-Methoxyphenyl)-4-propylpiperazine COC1=C(C=CC=C1)N1CCN(CC1)CCC